ClC=1C=C(C=NC1)N1C=C(C2=C1N=CN=C2N2C(CN(CC2)C(=O)OC(C)(C)C)C)C2CC2 tert-Butyl 4-(7-(5-chloropyridin-3-yl)-5-cyclopropyl-7H-pyrrolo[2,3-d]pyrimidin-4-yl)-3-methylpiperazine-1-carboxylate